ClC=1C(=C(C(=CC1N1CC(CC1)(C1N(CCCC1)C)C)F)S(=O)(=O)NC1=NC(=CC=C1)F)F 3-chloro-2,6-difluoro-N-(6-fluoro-2-pyridyl)-4-[3-methyl-3-[1-methyl-2-piperidyl]pyrrolidin-1-yl]benzenesulfonamide